1-methyl-1,2-dipropylcyclopropane CC1(C(C1)CCC)CCC